CC12OCC(CC1)(CC2)N 1-Methyl-2-oxabicyclo[2.2.2]octan-4-amine